NC1CCN(CC1)C1=C(C(=NC=C1C1=CC(=CC(=C1)C)F)N)C1=NC2=C(N1)C=CC(=C2)N2CC(C2)F 4-(4-aminopiperidin-1-yl)-5-(3-fluoro-5-methylphenyl)-3-[5-(3-fluoroazetidin-1-yl)-1H-1,3-benzodiazol-2-yl]pyridin-2-amine